5-iodo-7-isopropylpyrrolo[2,1-f][1,2,4]triazin-4-amine IC=1C=C(N2N=CN=C(C21)N)C(C)C